(2R,3S)-1-diphenylmethyl-2-methyl-3-(methylthio)azetidine C1(=CC=CC=C1)C(N1[C@@H]([C@H](C1)SC)C)C1=CC=CC=C1